N-(5-cyano-6-(2H-1,2,3-triazol-2-yl)pyridin-3-yl)-1-(5-fluoro-6-(methylamino)pyridine-2-yl)-5-(trifluoromethyl)-1H-pyrazole-4-carboxamide C(#N)C=1C=C(C=NC1N1N=CC=N1)NC(=O)C=1C=NN(C1C(F)(F)F)C1=NC(=C(C=C1)F)NC